OC=1C=C(C=C(C1)O)\C=C\C1=CC=C(C=C1)Cl 3,5-Dihydroxy-4'-chloro-trans-stilbene